NCCCN1N=CC(=C1)C(=O)N1CCC2=CC(=CC=C12)S(=O)(=O)N1CCN(CC1)C1=NC(=CC(=N1)C#N)C 1-(3-aminopropyl)-4-(5-((4-(4-cyano-6-methylpyrimidin-2-yl)piperazin-1-yl)sulfonyl)indoline-1-carbonyl)-1H-pyrazol